5',6'-bis(4-(3-methyl-9H-carbazol-9-yl)phenyl)-[1,1':2',1''-terphenyl]-3'-carbonitrile CC=1C=CC=2N(C3=CC=CC=C3C2C1)C1=CC=C(C=C1)C=1C=C(C(=C(C1C1=CC=C(C=C1)N1C2=CC=CC=C2C=2C=C(C=CC12)C)C1=CC=CC=C1)C1=CC=CC=C1)C#N